3-[1-[7-morpholino-2-(3-pyridinyl)pyrazolo[1,5-a]pyrimidin-5-yl]pyrazol-3-yl]benzamide O1CCN(CC1)C1=CC(=NC=2N1N=C(C2)C=2C=NC=CC2)N2N=C(C=C2)C=2C=C(C(=O)N)C=CC2